5,6-difluoroindole-2-carboxylic acid FC=1C=C2C=C(NC2=CC1F)C(=O)O